NC[C@@]1(OC2=C([C@@H]1C)C(=C(C=C2)Cl)C2=C(C(=O)N)C=CC(=C2F)OC(F)F)C2=CC=CC=C2 ((2S,3S,4S)-2-(aminomethyl)-5-chloro-3-methyl-2-phenyl-2,3-dihydrobenzofuran-4-yl)-4-(difluoromethoxy)-3-fluorobenzamide